C1(C(C(C(C1([2H])[2H])([2H])[2H])([2H])[2H])([2H])[2H])CCC#N 3-(cyclopentyl-2,2,3,3,4,4,5,5-d8)Propionitrile